5-(tert-butyldimethylsilyloxy)-1,2,3,4-tetrahydronaphthalen-1-ol [Si](C)(C)(C(C)(C)C)OC1=C2CCCC(C2=CC=C1)O